N-(2-fluoro-4-methyl-5-(2-(methylamino)-8,9-dihydroimidazo[1',2':1,6]pyrido[2,3-d]pyrimidin-6-yl)phenyl)-4-(trifluoromethyl)picolinamide FC1=C(C=C(C(=C1)C)C1=CC2=C(N=C(N=C2)NC)N2C1=NCC2)NC(C2=NC=CC(=C2)C(F)(F)F)=O